O=C1C=CC=NN1C=1C=CC(=NC1)N[C@@H]1C[C@@H](CC1)CNC(OCC1=CC=CC=C1)=O |r| benzyl N-[[rac-(1R,3S)-3-[[5-(6-oxopyridazin-1-yl)-2-pyridyl]amino]cyclopentyl]methyl]carbamate